2-methoxy-5-(trifluoro-methoxy)benzene COC1=CC=C(C=C1)OC(F)(F)F